Cl.CC1(CNCCOC1)CO (6-methyl-1,4-oxazepan-6-yl)methanol hydrochloride